CC(C)S(=O)(=O)OC(CCCCCCCCCCC)=O.[Na] sodium lauroyl methylethyl-sulfonate